COC([C@@H](NC([C@@H](NC(=O)OC(C)(C)C)CC1=CC=CC=C1)=O)CSC([2H])([2H])[2H])=O N-((t-butoxycarbonyl)-L-phenylalanyl)-S-(methyl-d3)-L-cysteine methyl ester